CN1C(CN(CC1)C1=NC=2N(C(=C1)N1CCOCC1)N=C(C2)C2=CC=NC=C2)C2=CC=CC=C2 4-(5-(4-methyl-3-phenylpiperazin-1-yl)-2-(pyridin-4-yl)pyrazolo[1,5-a]pyrimidin-7-yl)morpholine